CNCCCN1CCN(CC1)CCCNC(OC(C)(C)C)=O tert-butyl N-[3-[4-[3-(methylamino)propyl]piperazin-1-yl]propyl]carbamate